ClC1=NC(=C(C=N1)C(F)(F)F)Cl 2,6-dichloro-5-(trifluoromethyl)pyrimidine